(±)-(3,11-dimethyl-1,9-dioxa-4,12-diazadispiro[4.2.48.25]tetradecane-3,11-diyl)dimethanol CC1(COC2(N1)CCC1(OCC(N1)(C)CO)CC2)CO